N-butyl-2-methylthiobenzamide C(CCC)NC(C1=C(C=CC=C1)C)=S